O1CCN=CC2=C1C=CC=C2 3H-1,4-benzoxazepin